methyl 3'-amino-4'-(4-methylpiperazin-1-yl)-[1,1'-biphenyl]-4-carboxylate NC=1C=C(C=CC1N1CCN(CC1)C)C1=CC=C(C=C1)C(=O)OC